CC(C)(O)C1=CC=C(C=C1)C(C)(C)O 1,4-bis(1-methyl-1-hydroxyethyl)benzene